(1R,2S,5S)-N-(3-(6-acrylamidopyridin-2-yl)prop-2-yn-1-yl)-3-(3-cyano-6-methyl-4-(trifluoromethyl)pyridin-2-yl)-N-(4-fluorophenyl)-6,6-dimethyl-3-azabicyclo[3.1.0]hexane-2-carboxamide C(C=C)(=O)NC1=CC=CC(=N1)C#CCN(C(=O)[C@@H]1[C@H]2C([C@H]2CN1C1=NC(=CC(=C1C#N)C(F)(F)F)C)(C)C)C1=CC=C(C=C1)F